acrylic acid-9-hydroxynonyl ester OCCCCCCCCCOC(C=C)=O